C(C)(C)OC=1C=CC(=NC1)CN1CCC(CC1)C=1C=C2CN(C(C2=CC1)=O)C1C(NC(CC1)=O)=O 3-(5-(1-((5-isopropoxypyridin-2-yl)methyl)piperidin-4-yl)-1-oxoisoindolin-2-yl)piperidine-2,6-dione